6-hydroxy-N-(4-trifluoromethoxyphenyl)-4-trifluoromethylquinazolin-2-amine OC=1C=C2C(=NC(=NC2=CC1)NC1=CC=C(C=C1)OC(F)(F)F)C(F)(F)F